NC=1SC(=CN1)C(=O)NC1=C(C=C(C(=C1)C(NC1=NC=C(C=C1)COC)=O)F)F 2-Amino-N-[2,4-difluoro-5-[[5-(methoxymethyl)pyridin-2-yl]carbamoyl]phenyl]-1,3-thiazole-5-carboxamide